tert-butyl (1-((1-((6-chloropyridin-3-yl)amino)isoquinolin-6-yl)oxy)-2,3-dimethylbutan-2-yl)carbamate ClC1=CC=C(C=N1)NC1=NC=CC2=CC(=CC=C12)OCC(C(C)C)(C)NC(OC(C)(C)C)=O